2-[acetyl-(2,6-difluoro-4-pyridinyl)amino]-5-methyl-N-spiro[3.4]oct-3-yl-thiazole-4-carboxamide C(C)(=O)N(C=1SC(=C(N1)C(=O)NC1CCC12CCCC2)C)C2=CC(=NC(=C2)F)F